N1(CCOCC1)C(=O)C=1C=NC=NC1 5-(morpholine-4-carbonyl)pyrimidin